C12(CC3CC(CC(C1)C3)C2)NC(COC2=NC(=NC(=C2)OC2COC2)SC)=O N-(adamantan-1-yl)-2-((2-(methylthio)-6-(oxetan-3-yloxy)pyrimidin-4-yl)oxy)acetamide